O(C1=CC=CC=C1)C=1C=C(C=CC1)C1(CC1)NC(OC(C)(C)C)=O tert-Butyl (1-(3-phenoxyphenyl)cyclopropyl)carbamate